2,3-dimethyl-1-octene CC(=C)C(CCCCC)C